1H-imidazole-2-thiol N1C(=NC=C1)S